3-[6-({1-[(4-Cyclobutylphenyl)carbamoyl]-D-prolyl}amino)pyridin-3-yl]benzoic acid C1(CCC1)C1=CC=C(C=C1)NC(=O)N1[C@H](CCC1)C(=O)NC1=CC=C(C=N1)C=1C=C(C(=O)O)C=CC1